ClC1=CC=C(C=C1)C=1N=C2N(C=CC=C2)C1CN1C2CN(C(C1)CC2)C(=O)C2CCCC2 (5-{[2-(4-Chlorophenyl)imidazo[1,2-a]pyridin-3-yl]methyl}-2,5-diazabicyclo[2.2.2]oct-2-yl)-(cyclopentyl)methanon